FC(OC1=CC=C(C=C1)C1=CC=C2CC(C(C2=C1)NC(O[C@@H]1CN2CCC1CC2)=O)(C)C)F (S)-quinuclidin-3-yl (6-(4-(difluoromethoxy)phenyl)-2,2-dimethyl-2,3-dihydro-1H-inden-1-yl)carbamate